OC(CN(C(CCCCCCCCCC)=O)CC(C)O)C N,N-Bis(2-hydroxypropyl)undecanamide